N1=C(C=CC=C1)SSCCC(=O)O 3-(2-pyridyl-dithio)propionic acid